tert-butyl N-(cyclobutylmethyl)-N-[[2-[(1,8-dioxo-7H-2,7-naphthyridin-2-yl)methyl]imidazo[1,2-a]pyridin-6-yl]methyl]carbamate C1(CCC1)CN(C(OC(C)(C)C)=O)CC=1C=CC=2N(C1)C=C(N2)CN2C(C=1C(NC=CC1C=C2)=O)=O